2-[[6-(trifluoromethyl)pyridazin-3-yl]methyl]-2,6-diazaspiro[3.3]heptane FC(C1=CC=C(N=N1)CN1CC2(C1)CNC2)(F)F